2-(BOC-amino)ethanethiol C(=O)(OC(C)(C)C)NCCS